C(C1=CC=CC=C1)OC=1C(=C(N)C=C(C1)OC)OC 3-benzyloxy-2,5-dimethoxyaniline